ClC1=CC2=C(OCCN2)C=C1F 6-chloro-7-fluoro-3,4-dihydro-2H-benzo[b][1,4]oxazine